CCN1C[C@@]2(CC[C@@H](C34[C@@H]2C[C@@H](C31)[C@@]5(CC[C@@H]6C[C@@H]4[C@@H]5C(=O)O6)OC(=O)C)OC)C The molecule is a diterpene alkaloid isolated from the roots of Delphinium denudatum that exhibits antifungal activity. It has a role as an antifungal agent. It is a delta-lactone, an ether, an acetate ester, a bridged compound, a tertiary amine and a diterpene alkaloid.